ClC1=NC(=CC=C1)C=1C=NN(C1)C(C)C1=CC=C(C=C1)F 2-chloro-6-(1-(1-(4-fluorophenyl)ethyl)-1H-pyrazol-4-yl)pyridine